3-cyano-N-(3-(1-(difluoromethyl)-1H-pyrazol-4-yl)-1H-indazol-5-yl)-1,4-dimethyl-1H-pyrazole-5-carboxamide C(#N)C1=NN(C(=C1C)C(=O)NC=1C=C2C(=NNC2=CC1)C=1C=NN(C1)C(F)F)C